C(C)(C)(C)OC(=O)N[C@H](C(CC(=O)OCC1=CC=CC=C1)=O)C(C)C Benzyl (4S)-4-{[(tert-butoxy)carbonyl]amino}-5-methyl-3-oxohexanoate